4-chloro-N-vinylbenzamide ClC1=CC=C(C(=O)NC=C)C=C1